CC(C(=O)C1=CC=C(C=C1)N1CCOCC1)(C)NC 2-methyl-2-methylamino(4-morpholinophenyl)propane-1-one